C1(CC1)N1C=2N(C(N=C(C2N=C1CO)N1C[C@H](N(C[C@@H]1C)C(=O)OC(C)(C)C)C)=O)C tert-butyl (2R,5S)-4-(9-cyclopropyl-8-(hydroxymethyl)-3-methyl-2-oxo-3,9-dihydro-2H-purin-6-yl)-2,5-dimethylpiperazine-1-carboxylate